3-[4-[1-[2-[4-[[2,6-dimethoxy-4-(6-methyl-7-oxo-1H-pyrazolo[3,4-c]pyridin-4-yl)phenyl]methyl]piperazin-1-yl]acetyl]-4-piperidyl]anilino]piperidine-2,6-dione COC1=C(C(=CC(=C1)C=1C2=C(C(N(C1)C)=O)NN=C2)OC)CN2CCN(CC2)CC(=O)N2CCC(CC2)C2=CC=C(NC1C(NC(CC1)=O)=O)C=C2